N=1NN=NC1C1=CC=C(OC2=CC(=C(C=N2)N)C)C=C1 6-(4-(2H-tetrazol-5-yl)phenoxy)-4-methylpyridin-3-amine